[Si](C)(C)(C(C)(C)C)OC=1C=C(C=CC1)C1=NN(C=C1C=1C2=C(N=CN1)C=C(C(=N2)NCC2=CC=C(C=C2)OC)OC)C 4-(3-(3-((tert-butyldimethylsilyl)oxy)phenyl)-1-methyl-1H-pyrazol-4-yl)-7-methoxy-N-(4-methoxybenzyl)pyrido[3,2-d]pyrimidin-6-amine